methyl 5-(benzyloxy)-6-(3-methoxyazetidin-1-yl)pyrimidine-4-carboxylate C(C1=CC=CC=C1)OC=1C(=NC=NC1N1CC(C1)OC)C(=O)OC